N-(6-((6-(5-chloro-2-fluorophenyl)-3-((2-hydroxyethoxy)methyl)pyridazin-4-yl)amino)pyrimidin-4-yl)-3-morpholinopropanamide ClC=1C=CC(=C(C1)C1=CC(=C(N=N1)COCCO)NC1=CC(=NC=N1)NC(CCN1CCOCC1)=O)F